C(C)(=O)C1=C(C2=C(N=C(N=C2)NC2=NC=C(C=C2)C(=O)N2CC(CC2)N)N(C1=O)C1CCCC1)C 6-acetyl-2-[5-(3-amino-pyrrolidine-1-carbonyl)-pyridin-2-ylamino]-8-cyclopentyl-5-methyl-8H-pyrido[2,3-d]Pyrimidin-7-one